(S)-(4-(((2-Amino-4,5,6,7-tetrahydrobenzo[d]thiazol-6-yl)(propyl)amino)methyl)piperidin-1-yl)(1-Methyl-1H-pyrazol-4-yl)methanone NC=1SC2=C(N1)CC[C@@H](C2)N(CCC)CC2CCN(CC2)C(=O)C=2C=NN(C2)C